Cyclobutanecarbaldehyde C1(CCC1)C=O